BrC=1C=C(C=2CCN(CC2C1)C)N 7-bromo-2-methyl-1,2,3,4-tetrahydroisoquinoline-5-amine